FC(C1=CC=C(C=C1)C1=C(CCCC2=C1C=CC(=C2)C(=O)O)C2=C(C(=CC=C2)F)C)C2CN(C2)CCCF 9-(4-(fluoro(1-(3-fluoropropyl)azetidin-3-yl)methyl)phenyl)-8-(3-fluoro-2-methylphenyl)-6,7-dihydro-5H-benzo[7]annulene-3-carboxylic acid